O=S1(CCN(CC1)C([C@H](CC(=O)O)N(C)C(=O)OCC1C2=CC=CC=C2C=2C=CC=CC12)=O)=O (3S)-4-(1,1-dioxo-1,4-thiazinane-4-yl)-3-[9H-fluoren-9-ylmethoxycarbonyl(methyl)amino]-4-oxobutanoic acid